tert-butyl (3R)-3-[[3-[2-[tert-butyl(dimethyl)silyl]ethynyl]thieno[3,2-c]pyridine-4-yl]amino]piperidine-1-carboxylate [Si](C)(C)(C(C)(C)C)C#CC1=CSC2=C1C(=NC=C2)N[C@H]2CN(CCC2)C(=O)OC(C)(C)C